Diethyl (4-(6-amino-5-(3-(2-fluorophenyl)propanamido)-2,4-dioxo-3-(prop-2-yn-1-yl)-3,4-dihydropyrimidin-1(2H)-yl)butyl)phosphonate NC1=C(C(N(C(N1CCCCP(OCC)(OCC)=O)=O)CC#C)=O)NC(CCC1=C(C=CC=C1)F)=O